CC(=C=C(C[C@H]1CC(=NN1C(C)=O)C1=CC=C(C=C1)C)C=1SC=CC1)C (S)-1-(5-(4-methyl-2-(thiophen-2-yl)penta-2,3-dien-1-yl)-3-(p-tolyl)-4,5-dihydro-1H-pyrazol-1-yl)ethan-1-one